N-((1H-indol-6-yl)methyl)-6'-fluoro-4'-oxo-3',4'-dihydro-1'H-spiro[piperidine-4,2'-quinoline]-1-carboxamide N1C=CC2=CC=C(C=C12)CNC(=O)N1CCC2(NC3=CC=C(C=C3C(C2)=O)F)CC1